2-benzyl-2,7-diazaspiro[4.5]decane-6,8-dione C(C1=CC=CC=C1)N1CC2(CC1)C(NC(CC2)=O)=O